[Si](C1=CC=CC=C1)(C1=CC=CC=C1)(C(C)(C)C)OCC12CN(C(C1)(C2)CO)C(=O)OC(C)(C)C tert-butyl 4-[[tert-butyl(diphenyl)silyl]oxymethyl]-1-(hydroxymethyl)-2-azabicyclo[2.1.1]hexane-2-carboxylate